Ethyl (S)-3-(3-bromo-2,6-difluoro-5-methylphenyl)-3-((tert-butoxycarbonyl)amino)propanoate BrC=1C(=C(C(=C(C1)C)F)[C@H](CC(=O)OCC)NC(=O)OC(C)(C)C)F